heptadecan-9-yl 6-((4-aminobutyl)(2-hydroxyethyl)amino)hexanoate NCCCCN(CCCCCC(=O)OC(CCCCCCCC)CCCCCCCC)CCO